N-[3-[2-(difluoromethoxy)-5-methylsulfanyl-phenyl]-1-[2-[4-(4-methyl-3-oxo-piperazin-1-yl)-1-piperidyl]-2-oxo-ethyl]pyrazol-4-yl]pyrazolo[1,5-a]pyrimidine-3-carboxamide FC(OC1=C(C=C(C=C1)SC)C1=NN(C=C1NC(=O)C=1C=NN2C1N=CC=C2)CC(=O)N2CCC(CC2)N2CC(N(CC2)C)=O)F